(S)-7-(4-(2-((1,3-dioxan-5-yl)oxy)-5-fluorophenyl)piperidin-1-yl)-5-oxa-2-azaspiro[3.4]octane O1COCC(C1)OC1=C(C=C(C=C1)F)C1CCN(CC1)[C@@H]1COC2(CNC2)C1